2-amino-5-bromo-4-(2-methoxyethoxy)benzoic acid methyl ester COC(C1=C(C=C(C(=C1)Br)OCCOC)N)=O